COC1=C(C=C(C(=C1)[N+](=O)[O-])OC)CCN 2-(2,5-dimethoxy-4-nitrophenyl)ethanamine